BrC1C(N(CCC1)C1=C(C=CC=C1C)C)=O 3-bromo-1-(2,6-dimethylphenyl)Piperidin-2-one